BrC1=CC=C2C(=N1)N=C(O2)CC2CN(CCO2)C(C)C 5-Bromo-2-[(4-isopropylmorpholin-2-yl)methyl]oxazolo[4,5-b]pyridine